1-(4-(4-amino-1-(3-(benzyloxy)cyclobutyl)-1H-pyrazolo[3,4-d]pyrimidin-3-yl)-2-fluorophenyl)-3-(3-(1-(trifluoromethyl)cyclopropyl)isoxazol-5-yl)urea NC1=C2C(=NC=N1)N(N=C2C2=CC(=C(C=C2)NC(=O)NC2=CC(=NO2)C2(CC2)C(F)(F)F)F)C2CC(C2)OCC2=CC=CC=C2